tert-Butyl 2-chloro-6-[3-(2,2-dimethylpropoxy)pyrazol-1-yl]pyridine-3-carboxylate ClC1=NC(=CC=C1C(=O)OC(C)(C)C)N1N=C(C=C1)OCC(C)(C)C